C(C=C)(=O)OCCCCCCC[SiH2]C(I)I acryloxyheptyldiiodomethylsilane